2-(bis(t-Butoxycarbonyl)amino)-7-chloro-[1,2,4]triazolo[1,5-a]pyridine-8-carboxylic acid methyl ester COC(=O)C=1C=2N(C=CC1Cl)N=C(N2)N(C(=O)OC(C)(C)C)C(=O)OC(C)(C)C